O1C(COC2=C1C=CC=C2)C2=CC=C(CN1CCC(CC1)CCCC(=O)O)C=C2 4-{1-[4-(2,3-dihydro-1,4-benzodioxin-2-yl)benzyl]piperidin-4-yl}butyric acid